selenophen germanium [Ge].[Se]1C=CC=C1